Tert-butyl 6-[(1S)-2-[[2-(2,6-dioxo-3-piperidyl)-1,3-dioxo-isoindolin-4-yl]amino]-1-methyl-ethyl]-2-azaspiro[3.3]heptane-2-carboxylate O=C1NC(CCC1N1C(C2=CC=CC(=C2C1=O)NC[C@@H](C)C1CC2(CN(C2)C(=O)OC(C)(C)C)C1)=O)=O